ClC=1C(=NC=CC1C1=C(C(=CC=C1)C1=NC(=C(C=C1)CNC[C@H]1NC(CC1)=O)OC)Cl)C1=CC(=C(CN2[C@H](CCC2)C(=O)OC(C)C)C=C1)OC isopropyl (4-(3-chloro-4-(2-chloro-3-(6-methoxy-5-(((((S)-5-oxopyrrolidin-2-yl)methyl)amino)methyl)pyridin-2-yl)phenyl)pyridin-2-yl)-2-methoxybenzyl)-D-prolinate